bis(4-butylphenyl)-diphenyl-benzidine C(CCC)C1=CC=C(C=C1)N(C1=CC=C(C2=CC=C(N(C3=CC=CC=C3)C3=CC=C(C=C3)CCCC)C=C2)C=C1)C1=CC=CC=C1